CC1=CC=2N(C=C1NC=1N=CC=3N=C4N(C3N1)C1(CCOCC1)CN4)N=CN2 N-(7-methyl-[1,2,4]triazolo[1,5-a]pyridin-6-yl)-2',3',5',6,6',7-hexahydrospiro[imidazo[1,2-e]purine-8,4'-pyran]-2-amine